[Cl-].[Cl-].C[SiH](C)[Zr+2](C1C(=C(C(=C1C)C)C)C)C1C(=CC2=C(C(=C(C=C12)C(C)(C)C)OC)C1=C(C=CC=C1)C)C dimethylsilyl-(6-tert-butyl-5-methoxy-2-methyl-4-(o-tolyl)-indenyl)(2,3,4,5-tetramethylcyclopentadienyl)zirconium dichloride